4-(3-(3-(cyclobutylamino)azetidine-1-carbonyl)-4-fluorobenzyl)phthalazin-1(2H)-one C1(CCC1)NC1CN(C1)C(=O)C=1C=C(CC2=NNC(C3=CC=CC=C23)=O)C=CC1F